CN1CCCCN(CCCC1)C 1,6-Dimethyl-1,6-diazacyclodecan